FC1=NC(=CC(=C1)NC1=CC=C(C(=N1)C(=O)NC(C(C)(C)C)(C)C)OC)F 6-[(2,6-difluoro-4-pyridyl)amino]-3-methoxy-N-(1,1,2,2-tetramethylpropyl)pyridine-2-carboxamide